hydroxy-4,4',5'-trimethoxybenzophenone OC1=C(C(=O)C2=CC=C(C(=C2)OC)OC)C=CC(=C1)OC